(1S)-2,2-dimethyl-5-oxocyclohexane-1-carboxylic acid CC1([C@H](CC(CC1)=O)C(=O)O)C